C(#N)C=1C=C(NC[C@@H]2CC[C@H](CC2)C(=O)OC)C=CC1F methyl trans-4-[(3-cyano-4-fluoro-anilino)methyl]cyclohexanecarboxylate